[N+](=O)([O-])C1=C(COC(C=C)=O)C=CC=C1 acrylic acid-2-nitrobenzyl ester